FC(C=1C=CC=C2C(=NN(C12)C1CN(CC1)C(C=C)=O)C1=CC=C(C=C1)C(F)(F)F)(F)F 1-(3-(7-(trifluoromethyl)-3-(4-(trifluoromethyl)phenyl)-1H-indazol-1-yl)pyrrolidin-1-yl)prop-2-en-1-one